3-(2,5-diphenyl-4-(trifluoromethyl)-1H-pyrrol-3-yl)-N-((3S,4R)-4-hydroxy-2-oxopyrrolidin-3-yl)propanamide C1(=CC=CC=C1)C=1NC(=C(C1CCC(=O)N[C@@H]1C(NC[C@H]1O)=O)C(F)(F)F)C1=CC=CC=C1